N-cyclopropyl-2-(1-piperazinyl)-6-benzothiazolecarboxamide C1(CC1)NC(=O)C1=CC2=C(N=C(S2)N2CCNCC2)C=C1